2,10-dichloro-4,6,10-trihydroxydecanoic acid ClC(C(=O)O)CC(CC(CCCC(O)Cl)O)O